(R)-2-(2-chloro-8-isopropyl-5-oxothieno[3',2':4,5]pyrrolo[1,2-d][1,2,4]triazin-6(5H)-yl)-N-(1-methylpiperidin-3-yl)acetamide 2,2,2-trifluoroacetate FC(C(=O)O)(F)F.ClC1=CC=2C=C3N(C(=NN(C3=O)CC(=O)N[C@H]3CN(CCC3)C)C(C)C)C2S1